4-((8-Methoxyquinolin-4-yl)oxy)piperidine-1-carboxylic acid tert-butyl ester C(C)(C)(C)OC(=O)N1CCC(CC1)OC1=CC=NC2=C(C=CC=C12)OC